(6-chloro-1,2,3,4-tetrahydronaphthalene-1,1-diyl)dimethanol ClC=1C=C2CCCC(C2=CC1)(CO)CO